CNC=1C=2C=NN([C@H]3[C@H](O)[C@H](O)[C@@H](CO)O3)C2N=CN1 N6-methyl-7-deaza-8-azaadenosine